ethyl (10E,13S)-13-{[(tert-butoxy)carbonyl]amino}-9-methyl-8-oxo-2,3,7,15-tetraazatricyclo[12.3.1.02,6]octadeca-1(18),3,5,10,14,16-hexaene-4-carboxylate C(C)(C)(C)OC(=O)N[C@H]1C/C=C/C(C(NC2=CC(=NN2C=2C=CN=C1C2)C(=O)OCC)=O)C